7-tert-butoxycarbonyl-3-(2-methylbenzyl)-2,3,6,7,8,9-hexahydroimidazo[1,2-a]pyrido[3,4-e]pyrimidin-5(1H)-one C(C)(C)(C)OC(=O)N1CC=2C(N=C3N(C2CC1)CCN3CC3=C(C=CC=C3)C)=O